O[C@H]1[C@H](O)[C@H](O)[C@@H](O1)CO α-L-lyxofuranose